methyl 1-(4-(1-(2-(difluoromethyl)-6-methylphenyl) azetidin-3-yl)-2,6-dimethylbenzyl)-piperidine-4-carboxylate FC(C1=C(C(=CC=C1)C)N1CC(C1)C1=CC(=C(CN2CCC(CC2)C(=O)OC)C(=C1)C)C)F